ClC1=CC(=C(C=C1)C1OC2=C(OC1)C=CC=C2C2CCN(CC2)CC2=NC1=C(N2C[C@H]2OCC2)C=C(C=C1)C(=O)O)F 2-((4-(3-(4-chloro-2-fluorophenyl)-2,3-dihydrobenzo[b][1,4]dioxin-5-yl)piperidin-1-yl)methyl)-1-(((S)-oxetan-2-yl)methyl)-1H-benzo[d]Imidazole-6-carboxylic acid